1-(ethylsulfonyl)-1H-indol-6-ol C(C)S(=O)(=O)N1C=CC2=CC=C(C=C12)O